C=1C=2N(C=CN=CC=NC=CN=CC=NC=CN=CC=NC=CN=CC=CN=CC=NC=CN1)C=CC2 pyrrolo[1,2-v][1,4,7,10,13,16,19,22,25,28,31]undecaazacyclotetratriacontine